BrC=1C=C2C(CC3(CCN(CC3)C(=O)[O-])C2=CC1)=O 5-bromo-3-oxo-2,3-dihydrospiro[indene-1,4'-piperidine]-1'-formate